tert-Butyl N-[4-[(2-chloro-6-piperazin-1-yl-4-pyridyl)sulfonyl]phenyl]carbamate ClC1=NC(=CC(=C1)S(=O)(=O)C1=CC=C(C=C1)NC(OC(C)(C)C)=O)N1CCNCC1